5-fluorobenzo[c]isoxazole FC1=CC=2C(=NOC2)C=C1